ClC=1C=C2CCC[C@]3(C2=CC1)CN(C1=C(OC3)C=CC(=C1)C(=O)OC(C)(C)C)C[C@H]1[C@H](CC1)SCCCCCS(N)(=O)=O (S)-tert-butyl 6'-chloro-5-(((1S,2S)-2-((5-sulfamoylpentyl)thio)cyclobutyl)methyl)-3',4,4',5-tetrahydro-2H,2'H-spiro[benzo[b][1,4]oxazepine-3,1'-naphthalene]-7-carboxylate